ClC=1C=C2C(=CC(NC2=CC1)=O)C 6-chloro-4-methyl-2-oxo-1,2-dihydroquinolin